BrC1=CC(=NC=C1)C(=O)N[C@H]1C=2C=NN(C2CCC1)C1=C(C=CC=C1)F 4-bromo-N-[(4R)-1-(2-fluorophenyl)-4,5,6,7-tetrahydro-1H-indazol-4-yl]pyridine-2-carboxamide